COC=1C=C(C=CC1[N+](=O)[O-])NC1CCN(CC1)C(=O)O 4-((3-methoxy-4-nitrophenyl)amino)piperidin-1-carboxylic acid